rac-(7S)-7-methyl-N-[rac-(6S)-2,4-dimethyl-5-oxo-7,8-dihydro-6H-pyrazolo[1,5-a][1,3]diazepin-6-yl]-7-(2,2,2-trifluoroethyl)-5H-furo[3,4-d]pyrimidine-2-carboxamide C[C@]1(OCC2=C1N=C(N=C2)C(=O)N[C@@H]2C(N(C=1N(CC2)N=C(C1)C)C)=O)CC(F)(F)F |r|